BrC1=CC(=C(O[C@H](C(=O)O)COC)C=C1)C(C)C (2S)-2-[4-bromo-2-(propan-2-yl)phenoxy]-3-methoxypropanoic acid